2'-chloro-3-nitrobiphenyl-2-amine ClC1=C(C=CC=C1)C=1C(=C(C=CC1)[N+](=O)[O-])N